2-(1H-imidazol-1-ylmethyl)cyclohexanone oxime N1(C=NC=C1)CC1C(CCCC1)=NO